tert-butyl 4-[4-(2-methoxy-2-oxo-ethyl)phenyl]-3,6-dihydro-2H-pyridine-1-carboxylate COC(CC1=CC=C(C=C1)C=1CCN(CC1)C(=O)OC(C)(C)C)=O